BrC1=CC(=C2N(C1=O)C(NC2=O)(C2=NC(=CC=C2)C)C)Cl 6-bromo-8-chloro-3-methyl-3-(6-methyl-2-pyridyl)-2H-imidazo[1,5-a]pyridine-1,5-dione